C(=O)C=1N=C(C=2N(C1)C1=C(N2)C=CC=C1)NC(OC(C)(C)C)=O tert-butyl (3-formylbenzo[4,5]imidazo[1,2-a]pyrazin-1-yl)carbamate